FC1=C(C(=O)NC2CNCCC2)C=CC=C1 2-fluoro-N-(piperidin-3-yl)benzamide